2-(2-((5Z,8Z,11Z,14Z,17Z)-icosa-5,8,11,14,17-pentaen-1-yloxy)butanamido)ethyl 2-acetoxybenzoate C(C)(=O)OC1=C(C(=O)OCCNC(C(CC)OCCCC\C=C/C\C=C/C\C=C/C\C=C/C\C=C/CC)=O)C=CC=C1